ClC1=C(C(=O)NC(NC2=CC=C(C=C2)OC2=C3N=CN(C3=NC=N2)CC2CC2)=S)C=CC=C1 2-chloro-N-((4-((9-(cyclopropylmethyl)-9H-purin-6-yl)oxy)phenyl)carbamothioyl)benzamide